chloro-5-[5-methyl-4-(2-oxo-2,3-dihydro-benzooxazol-5-ylamino)-pyrimidin-2-ylamino]-benzonitrile ClC1=C(C#N)C=C(C=C1)NC1=NC=C(C(=N1)NC=1C=CC2=C(NC(O2)=O)C1)C